4-iodo-N-(3-methyl-1-(3,3,3-trifluoropropyl)-1H-pyrazolo[3,4-b]pyridin-6-yl)-2-(6-azaspiro[2.5]octan-6-yl)benzamide IC1=CC(=C(C(=O)NC2=CC=C3C(=N2)N(N=C3C)CCC(F)(F)F)C=C1)N1CCC3(CC3)CC1